CN(C)CC1OC(OC1)(C(=O)NCCCCCCCC\C=C/CCCCCCCC)CCC(=O)NCCCCCCCC\C=C/CCCCCCCC 4-[(dimethylamino)methyl]-N-[(Z)-octadec-9-enyl]-2-[3-[[(Z)-octadec-9-enyl]amino]-3-oxo-propyl]-1,3-dioxolane-2-carboxamide